Tert-butyl (2-(2-cyano-7-fluoro-4-methoxy-1H-indol-1-yl)ethyl)carbamate C(#N)C=1N(C2=C(C=CC(=C2C1)OC)F)CCNC(OC(C)(C)C)=O